2-{3-[2-(3-aminooxolan-3-yl)ethynyl]pyridin-4-yl}-3-[(3-chloro-2-methoxyphenyl)amino]-1H,5H,6H,7H-pyrrolo[3,2-c]pyridin-4-one NC1(COCC1)C#CC=1C=NC=CC1C1=C(C=2C(NCCC2N1)=O)NC1=C(C(=CC=C1)Cl)OC